ClC1=C(C=CC(=C1)F)C1=CC(OC2=CC(=CC=C12)O[C@@H](C(=O)NC1=CC(=NC=C1)C(=O)O)C)=O 4-[[(2R)-2-[4-(2-chloro-4-fluoro-phenyl)-2-oxo-chromen-7-yl]oxypropionyl]amino]pyridine-2-carboxylic acid